C1=CC=CC2=CC=CC=C12.[Na] Sodium Naphthalene